1-{4-[2-(trifluoromethyl)-1,3-thiazol-5-yl]phenyl}ethanone FC(C=1SC(=CN1)C1=CC=C(C=C1)C(C)=O)(F)F